6-(6-(2,2-difluoroethoxy)pyrazolo[1,5-a]pyrimidin-3-yl)-N-((3S,4S)-4-fluoropyrrolidin-3-yl)pyridin-2-amine FC(COC=1C=NC=2N(C1)N=CC2C2=CC=CC(=N2)N[C@H]2CNC[C@@H]2F)F